N1C=NC=C2C=C3C(C=C12)=NC=C3 1H-Pyrrolo[3,2-g]quinazoline